8-amino-N-{5-[2-(cyclohexylamino)-2-oxoethyl]-1,3-thiazol-2-yl}-4,4-dimethyl-4,5-dihydro-1H-pyrazolo[4,3-H]quinazoline-3-carboxamide NC1=NC=2C3=C(C(CC2C=N1)(C)C)C(=NN3)C(=O)NC=3SC(=CN3)CC(=O)NC3CCCCC3